C1(CCCC1)N1C(CN(C=2C(N[C@](NC12)(N)NC1=C(C=C(C=C1)S(=O)(=O)CC(N1CCCCC1)=O)OC)=O)C)CC (R)-8-cyclopentyl-7-ethyl-2-[4-[2-oxo-2-(piperidin-1-yl)ethylsulfonyl]-2-methoxyphenylamino]-5-methyl-7,8-dihydropterin